C(#N)C1=CC=C(C=C1)N(N=C(C1=NC(=NC=C1C1=C(C=CC=C1)Br)NC1=CC=C(C=C1)C#N)C1=NC(=NC=C1C1=C(C=CC=C1)Br)NC1=CC=C(C=C1)C#N)C(=O)N 2-bromophenyl-2-(4-cyanophenylamino)-pyrimidin-4-ylketone-N-(4-cyanophenyl) semicarbazone